(3-fluoro-5-(2-((R)-3-fluoropyrrolidin-1-yl)ethyl)-2-oxopyridin-1(2H)-yl)-4-methylpentanoic acid FC=1C(N(C=C(C1)CCN1C[C@@H](CC1)F)C(C(=O)O)CC(C)C)=O